N[C@@H](CCCN)C(=O)[O-] Ornithinat